C(N)(=O)C=1C=C(C(=C2C=C(NC12)C)C1=C2CCN(CC2=CC=C1)C(=O)OC(C)(C)C)F tert-butyl 5-(7-carbamoyl-5-fluoro-2-methyl-1H-indol-4-yl)-3,4-dihydroisoquinoline-2(1H)-carboxylate